C(#N)C1=C(CN2C=CC3=CC(=CC=C23)C(=O)NCC2=CC=C(C=C2)S(=O)(=O)CC)C=CC=C1 1-(2-cyanobenzyl)-N-(4-(ethylsulfonyl)benzyl)-1H-indole-5-carboxamide